(S)-7-((4-amino-3-(4-(difluoromethoxy)-3-fluorophenyl)-1H-pyrazolo[3,4-d]pyrimidin-1-yl)(cyclopropyl)methyl)-3-chloro-6-phenyl-5H-thiazolo[3,2-a]pyridin-5-one NC1=C2C(=NC=N1)N(N=C2C2=CC(=C(C=C2)OC(F)F)F)[C@H](C=2C=C1N(C(C2C2=CC=CC=C2)=O)C(=CS1)Cl)C1CC1